(S)-2-methyl-6-((tetrahydrofuran-3-yl)oxy)-8,9-dihydrofuro[2,3-h]quinazolin-4-ol CC1=NC2=C3C(=C(C=C2C(=N1)O)O[C@@H]1COCC1)OCC3